CC1(CN(CCN1)C=1C=CC=2N(CC=C(N2)C2=CC3=C(N=C(O3)C)C=C2)C1)C 7-(3,3-dimethylpiperazin-1-yl)-2-(2-methyl-1,3-benzoxazol-6-yl)-4H-pyrido[1,2-a]pyrimidin